C(C)N1C(NC2=CC(=CC=C2C1)C(=O)OC)=O methyl 3-ethyl-2-oxo-1,2,3,4-tetrahydroquinazoline-7-carboxylate